The molecule is a glucotriose consisting of two beta-D-glucopyranose residues and a D-glucopyranose residue joined in sequence by (1->6) and (1->3) glycosidic bonds. It derives from a laminarabiose and a beta-D-Glcp-(1->6)-beta-D-Glcp. C([C@@H]1[C@H]([C@@H]([C@H]([C@@H](O1)OC[C@@H]2[C@H]([C@@H]([C@H]([C@@H](O2)O[C@H]3[C@@H]([C@H](OC([C@@H]3O)O)CO)O)O)O)O)O)O)O)O